[C-]1(C=CC=C1)C=C=O.[CH-]1C=CC=C1.[Fe+2] Ferrocenyl-ketene